3-oxopiperazine-1-carboxylic acid tert-butyl ester C(C)(C)(C)OC(=O)N1CC(NCC1)=O